N-cyclohexyl-2-(1-(2-hydroxyethyl)piperidin-4-yl)benzo[d]thiazole-6-carboxamide C1(CCCCC1)NC(=O)C1=CC2=C(N=C(S2)C2CCN(CC2)CCO)C=C1